BrC=1C=C(C(=O)O)C=C(C1Cl)F 3-Bromo-4-chloro-5-fluorobenzoic acid